maleic acid, itaconic acid salt C(C(=C)CC(=O)O)(=O)O.C(\C=C/C(=O)O)(=O)O